6-(4-methyl-1H-pyrazol-3-yl)-5-(methylsulfonyl)pyridinenitrile CC=1C(=NNC1)C1=C(C=CC(=N1)C#N)S(=O)(=O)C